6-(4-(9,9-diphenyl-9H-fluoren-2-yl)-6-phenyl-1,3,5-triazin-2-yl)quinoline C1(=CC=CC=C1)C1(C2=CC=CC=C2C=2C=CC(=CC12)C1=NC(=NC(=N1)C1=CC=CC=C1)C=1C=C2C=CC=NC2=CC1)C1=CC=CC=C1